The molecule is a member of the class of catechols that is benzene-1,2-diol substituted by a nitro group at position 4.It is the by-product of the hydroxylation of p-nitrophenol. It has a role as a lipoxygenase inhibitor and a human xenobiotic metabolite. It is a C-nitro compound and a member of catechols. It is a conjugate acid of a 2-hydroxy-4-nitrophenolate. C1=CC(=C(C=C1[N+](=O)[O-])O)O